3-[2-(3,3-difluoroazetidin-1-yl)ethyl]-4,4-difluoro-5-methyl-piperidine FC1(CN(C1)CCC1CNCC(C1(F)F)C)F